O=C1N(C2=CC=CC(=C2C12CC2)CC(=O)OC)C2CCOCC2 methyl 2-(2'-oxo-1'-(tetrahydro-2H-pyran-4-yl)spiro[cyclopropane-1,3'-indolin]-4'-yl)acetate